ClC1=CC=CC=2C(C3=CC=CC=C3C12)(C)C 4-chloro-9,9-dimethyl-9H-fluorene